(3R,7S)-2-(4-chloro-3-methylbenzoyl)-3-methyl-10-oxo-9-(1-(6-(trifluoromethyl)pyridin-3-yl)ethyl)-1,2,3,4,7,8,9,10-octahydropyrido[4',3':3,4]pyrazolo[1,5-a]pyrazine-7-carboxylic acid ClC1=C(C=C(C(=O)N2CC=3C(=NN4C3C(N(C[C@H]4C(=O)O)C(C)C=4C=NC(=CC4)C(F)(F)F)=O)C[C@H]2C)C=C1)C